tert-butyl 1-(pyridazin-3-yl)-6-azaspiro[2.5]octane-6-carboxylate N1=NC(=CC=C1)C1CC12CCN(CC2)C(=O)OC(C)(C)C